Ethyl 4-((diphenylphosphorothioyl)amino)benzoate C1(=CC=CC=C1)P(=S)(C1=CC=CC=C1)NC1=CC=C(C(=O)OCC)C=C1